C(C)(C)(C)OC(=O)N1C(CCCC1)C1=C(NC2=CC=CC=C12)Br (2-bromo-1H-indol-3-yl)piperidine-1-carboxylic acid tert-butyl ester